CC(C[C@@H](C(=O)O)NC(=O)C=1C(N(C=CC1)C)=O)C (2S)-4-methyl-2-[(1-methyl-2-oxo-1,2-dihydropyridin-3-yl)formamido]pentanoic acid